5-fluoro-N-(1-(methylsulfonyl)piperidin-4-yl)-7-(5-(2,2,2-trifluoroethyl)pyridin-2-yl)pyrrolo[2,1-f][1,2,4]triazin-2-amine FC=1C=C(N2N=C(N=CC21)NC2CCN(CC2)S(=O)(=O)C)C2=NC=C(C=C2)CC(F)(F)F